CC(=O)C1CC1=C The molecule is a cyclopropane substituted at positions 1 and 2 by methylene and acetyl groups respectively. It is a member of cyclopropanes, a methyl ketone and an olefinic compound.